[Sc].[Ca] Calcium-scandium